FC1(CC(C1)(C)NC(=O)C1=NC=CC(=C1)NC(CC1=C(C=C(C(=C1)O)C(CO)(C)C)F)=O)F N-(3,3-difluoro-1-methyl-cyclobutyl)-4-[[2-[2-fluoro-5-hydroxy-4-(2-hydroxy-1,1-dimethyl-ethyl)phenyl]acetyl]amino]pyridine-2-carboxamide